4-(4-formyl-1H-1,2,3-triazol-1-yl)piperidine-1-carboxylic acid benzyl ester C(C1=CC=CC=C1)OC(=O)N1CCC(CC1)N1N=NC(=C1)C=O